[NH4+].[NH4+].[O-][Mo](=O)(=O)O[Mo](=O)(=O)O[Mo](=O)(=O)O[Mo](=O)(=O)[O-] Ammonium Tetramolybdate